NC(C#CC1=CC2=C(OC[C@@H](C(N2C)=O)NC(=O)N2N=CC(=C2)CC2=CC=C(C=C2)F)C=C1)(C)C (S)-N-(7-(3-Amino-3-methylbut-1-yn-1-yl)-5-methyl-4-oxo-2,3,4,5-tetrahydrobenzo[b][1,4]oxazepin-3-yl)-4-(4-fluorobenzyl)-1H-pyrazol-1-carboxamid